BrC=1C(=CC=C2C(=CNC12)S(=O)(=O)NC1=NC=C(C(=N1)OC)CC(F)F)Cl 7-bromo-6-chloro-N-[5-(2,2-difluoroethyl)-4-methoxy-pyrimidin-2-yl]-1H-indole-3-sulfonamide